1-(2,3-dichlorophenyl)-trans-1-propene ClC1=C(C=CC=C1Cl)\C=C\C